1-(3-chloro-2-(chloromethyl)propyl)-4-methylpiperazine dihydrochloride Cl.Cl.ClCC(CN1CCN(CC1)C)CCl